N-methyl-N-((4-nitrophenyl)sulfonyl)glycine CN(CC(=O)O)S(=O)(=O)C1=CC=C(C=C1)[N+](=O)[O-]